spiro[4.3]octane C1CCCC12CCC2